[2H]C1(N(C(CC(C1)OCC#CC1=CC=CC=2N(C(N(C21)C)=O)C2C(NC(CC2)=O)=O)([2H])[2H])C(=O)OC(C)(C)C)[2H] Tert-butyl 2,2,6,6-tetradeuterio-4-[3-[1-(2,6-dioxo-3-piperidyl)-3-methyl-2-oxo-benzimidazol-4-yl]prop-2-ynoxy]piperidine-1-carboxylate